FC(OC1=CC=C(C=C1)N1C2=C(C=C(C1=O)C1=CC3=CN(N=C3C=C1)C([2H])([2H])[2H])SC(=N2)OCC)F 4-(4-(difluoromethoxy)phenyl)-2-ethoxy-6-(2-(methyl-d3)-2H-indazol-5-yl)thiazolo[4,5-b]pyridin-5(4H)-one